3-[(2-cyclopropylethyl)[2-(2,6-dioxopiperidin-3-yl)-1-oxo-3H-isoindol-4-yl]amino]bicyclo[1.1.1]pentane-1-carboxylic acid C1(CC1)CCN(C12CC(C1)(C2)C(=O)O)C2=C1CN(C(C1=CC=C2)=O)C2C(NC(CC2)=O)=O